4-(4-((1R,5S)-3,8-Diazabicyclo[3.2.1]octan-3-yl)-8-fluoro-2-((1-(pyrrolidin-1-ylmethyl)cyclopropyl)methoxy-d2)pyrido[4,3-d]pyrimidin-7-yl)-5-ethynyl-6-fluoronaphthalen-2-ol [C@H]12CN(C[C@H](CC1)N2)C=2C1=C(N=C(N2)OC([2H])([2H])C2(CC2)CN2CCCC2)C(=C(N=C1)C1=CC(=CC2=CC=C(C(=C12)C#C)F)O)F